CN1N=C(C(=C1)NC=1C(=NC(=C(N1)NC)C=1C2=C(C=NC1)N(C=N2)C)C(=O)N)C 3-[(1,3-dimethylpyrazol-4-yl)amino]-5-(methylamino)-6-(3-methylimidazo[4,5-c]pyridin-7-yl)pyrazine-2-carboxamide